tert-Butyl N-[6-[[[4-[[2-(5-chloro-2-methoxy-phenyl)acetyl]amino]pyridine-2-carbonyl]amino]methyl]-2-pyridyl]carbamate ClC=1C=CC(=C(C1)CC(=O)NC1=CC(=NC=C1)C(=O)NCC1=CC=CC(=N1)NC(OC(C)(C)C)=O)OC